N1=C(C=CC=C1)C1=NOC(=C1)N 3-(pyridin-2-yl)-1,2-oxazol-5-amine